N-(5-bromo-4-cyclopropylthiazol-2-yl)acetamide BrC1=C(N=C(S1)NC(C)=O)C1CC1